NC1=NC=NN2C1=C(C=C2C=2C(=C(C(=O)N[C@@H]1CN(C[C@@H]1F)C(C1=C(C=CC=C1)F)=O)C(=CC2)C)F)C(F)(F)F 3-[4-amino-5-(trifluoromethyl)pyrrolo[2,1-f][1,2,4]triazin-7-yl]-2-fluoro-N-[(3R,4S)-4-fluoro-1-(2-fluorobenzoyl)pyrrolidin-3-yl]-6-methylbenzamide